C(CCCCCCCCCCCCCCCC)C=[NH+][O-] α-heptadecyl-nitrone